FC=1C(=C(C=CC1)C1N=C(NC(=C1C(=O)[O-])C)C=1SC=CN1)C 4-(3-fluoro-2-methyl-phenyl)-6-methyl-2-thiazol-2-yl-1,4-dihydropyrimidine-5-carboxylate